CN(C(OC1=CC2=C(CN(C(O2)=O)CC2=C(C(=CC=C2)NS(=O)(=O)N2CC3(COC3)C2)F)C=C1)=O)C 3-(2-fluoro-3-(2-oxa-6-azaspiro[3.3]heptane-6-sulfonamido)benzyl)-2-oxo-3,4-dihydro-2H-benzo[e][1,3]oxazin-7-yl dimethylcarbamate